N-(3-(N-(tert-butyl)sulfamoyl)phenyl)-3-(4,4-difluoropiperidin-1-yl)-5-((1-hydroxy-2-methylpropan-2-yl)amino)pyrazine-2-carboxamide C(C)(C)(C)NS(=O)(=O)C=1C=C(C=CC1)NC(=O)C1=NC=C(N=C1N1CCC(CC1)(F)F)NC(CO)(C)C